CN1NC(C=C1)=O 1-methyl-1,2-dihydro-3H-pyrazol-3-on